2-(2'-hydroxy-5-methacryloyloxyphenyl)-2H-benzotriazine OC1=C(C=C(C=C1)OC(C(=C)C)=O)N1NC2=C(C=N1)C=CC=C2